3-((4,5-difluoro-3-(1-phenylvinyl)pyridin-2-yl)amino)-5,5-dimethylcyclohex-2-en FC1=C(C(=NC=C1F)NC1=CCCC(C1)(C)C)C(=C)C1=CC=CC=C1